N-(4-((3S,5S)-3-amino-5-fluoropiperidin-1-yl)-5-(1-(difluoromethyl)-1H-pyrazol-4-yl)pyridin-2-yl)-2-(2-fluoro-6-methoxyphenyl)pyrimidin-4-amine hydrochloride Cl.N[C@@H]1CN(C[C@H](C1)F)C1=CC(=NC=C1C=1C=NN(C1)C(F)F)NC1=NC(=NC=C1)C1=C(C=CC=C1OC)F